C1(CC1)C1=C(C(=NO1)C1=C(C=CC=C1Cl)Cl)CO[C@H]1[C@H]2CN([C@@H](C1)C2)C(=O)OC(C)(C)C |r| tert-butyl (1RS,4RS,5RS)-5-((5-cyclopropyl-3-(2,6-dichlorophenyl) isoxazol-4-yl)methoxy)-2-azabicyclo[2.2.1]heptane-2-carboxylate